Racemic-1-((3aS,6aR)-5-(6-cyclopropylimidazo[1,5-a]pyridin-5-yl)-1,1-dimethylhexahydro-pyrrolo[3,4-c]pyrrol-2(1H)-yl)ethanone C1(CC1)C=1C=CC=2N(C1N1C[C@H]3[C@@H](C1)CN(C3(C)C)C(C)=O)C=NC2 |r|